1-[(E)-2-(2,4-dimethoxyphenyl)ethenyl]-3,5-dimethoxybenzene COC1=C(C=CC(=C1)OC)/C=C/C1=CC(=CC(=C1)OC)OC